R-boronic acid B(O)O